(S)-N-(3-(1-((2-ethyl-2H-pyrazolo[3,4-b]pyrazin-6-yl)amino)ethyl)phenyl)-5-methyl-6-(methylamino)nicotinamide C(C)N1N=C2N=C(C=NC2=C1)N[C@@H](C)C=1C=C(C=CC1)NC(C1=CN=C(C(=C1)C)NC)=O